2-AMINO-6-METHYLPYRIMIDIN NC1=NC(=CC=N1)C